FC=1C(=C(C=NC1)C=1C=C(C(C(=CC1)O)=O)C(C)C)C 4-(5-fluoro-4-methylpyridin-3-yl)-7-hydroxy-2-isopropylcyclohepta-2,4,6-trien-1-one